methyl-[1,2,4]triazolo[4,3-a]pyrimidin-3(2H)-one CN1N=C2N(C=CC=N2)C1=O